CN1CN(CN(CCCCC1)C)C 1,3,5-trimethyl-1,3,5-triazacyclodecane